O=C1NC(CCC1N1C(C2=CC=C(C=C2C1=O)NCCCCCCCNC(C1=CC=C(C(=O)NC2=CC3=C(NC(=N3)CN3[C@H](CCC3)C)C=C2)C=C1)=O)=O)=O.[C].[Mg] magnesium Carbon N1-(7-((2-(2,6-dioxopiperidin-3-yl)-1,3-dioxoisoindolin-5-yl)amino)heptyl)-N4-(2-(((S)-2-methylpyrrolidin-1-yl)methyl)-1H-benzo[d]imidazol-5-yl)terephthalamide